FC(C=1N=C(C2=C(N1)C(=NC(=C2)S(=O)(=O)C)C)N[C@H](C)C=2C(=C(C=CC2)C(C(C)(O)C)(F)F)F)F 1-{3-[(1R)-1-{[2-(difluoromethyl)-6-(methanesulfonyl)-8-methylpyrido[3,4-d]pyrimidin-4-yl]amino}ethyl]-2-fluorophenyl}-1,1-difluoro-2-methylpropan-2-ol